2-[3-bromo-5-chloro-4-(2,2-difluorocyclopropyl)phenyl]-4,4,5,5-tetramethyl-1,3,2-dioxaborolane BrC=1C=C(C=C(C1C1C(C1)(F)F)Cl)B1OC(C(O1)(C)C)(C)C